oxazoleselenone O1C(NC=C1)=[Se]